4-(2-chlorobenzoyl)-3-isobutyl-3,4-dihydroquinoxalin-2(1H)-one ClC1=C(C(=O)N2C(C(NC3=CC=CC=C23)=O)CC(C)C)C=CC=C1